ClC=1C(=NC(=NC1)NC=1C(=CC(=C(C1)NC(C=C)=O)N(C)CCN(C)C)OC)NC1=C(C(=CC=C1)Cl)N(S(=O)(=O)C)C N-(5-((5-chloro-4-((3-chloro-2-(N-methylmethylsulfonamido)phenyl)amino)pyrimidin-2-yl)amino)-2-((2-(dimethylamino)ethyl)(methyl)amino)-4-methoxyphenyl)acrylamide